γ-methyl-decanolide CC1CC(=O)OCCCCCCC1